N1(CCC1)C1=NN(N=C1)CC(=O)N1C(CC(C1)F)C(=O)NC(C1=CC=CC=C1)C1=NC(=C(C=C1)C(C)C)F 1-{2-[4-(azetidin-1-yl)-2H-1,2,3-triazol-2-yl]acetyl}-4-fluoro-N-{[6-fluoro-5-(propan-2-yl)pyridin-2-yl](phenyl)methyl}pyrrolidine-2-carboxamide